(tert-Butoxycarbonyl)-4-((4-methoxybenzyl)thio)piperidine-4-carboxylic acid C(C)(C)(C)OC(=O)N1CCC(CC1)(C(=O)O)SCC1=CC=C(C=C1)OC